C(=CC)C=1C(C=CC1)[Hf]C1C(=CC=C1)C=CC bis(2-propenylcyclopentadienyl)hafnium